C1(=CCCC1)C1=C(C=C2C=NC(=NN21)NC=2N(COC2)O)C(=O)N(C)C 7-(cyclopent-1-en-1-yl)-2-{[(3s,4r)-3-hydroxyoxazol-4-yl]amino}-N,N-dimethylpyrrolo[2,1-f][1,2,4]triazine-6-carboxamide